1-(3-chloro-4-methylphenyl)-3-((2-(2,6-dioxopiperidin-3-yl)-7-hydroxy-1-oxoisoindolin-5-yl)methyl)urea ClC=1C=C(C=CC1C)NC(=O)NCC=1C=C2CN(C(C2=C(C1)O)=O)C1C(NC(CC1)=O)=O